C(=O)O.O1CCOC2=C1C=CC=C2C2=CC(=C(C=C2)NC2=CC(=CC=C2)CN(C)C)OC [4-(2,3-Dihydro-benzo[1,4]dioxin-5-yl)-2-methoxy-phenyl]-(3-dimethylaminomethyl-phenyl)-amine formate salt